FC1=C(C(=C(C(=C1O[Sn])F)F)F)F (pentafluorophenoxy)tin